COC(=O)C1=CC=C(C=C1)C1=NC(=C(N=C1C1=CC=C(C=C1)C(=O)OC)C1=CC=C(C=C1)C(=O)OC)C1=CC=C(C=C1)C(=O)OC 2,3,5,6-tetra(4-(methoxycarbonyl)phenyl)pyrazine